N-Dimethylamino-ethylpiperidin CN(N1C(CCCC1)CC)C